C(C)N1C(CC(CC1)(F)F)COC=1C=C2CN(C(C2=CC1)=O)C1C(NC(CC1)=O)=O 3-(5-((1-ethyl-4,4-difluoropiperidin-2-yl)methoxy)-1-oxoisoindolin-2-yl)piperidine-2,6-dione